Methyl 3-(((1-cyanocyclopropyl)methyl)amino)-5-methoxy-4-nitrobenzoate Methyl-3-fluoro-5-methoxy-4-nitrobenzoate COC(C1=CC(=C(C(=C1)OC)[N+](=O)[O-])F)=O.C(#N)C1(CC1)CNC=1C=C(C(=O)OC)C=C(C1[N+](=O)[O-])OC